O=C1COC2=C(N1)C=CC(=C2)NC(C2=C(C(=CC=C2)C(F)(F)F)Cl)=O N-(3-oxo-3,4-dihydro-2H-benzo[1,4]oxazin-7-yl)-2-chloro-3-trifluoromethyl-benzamide